3-(3,6-dioxo-1,4-diphenyl-2,5-diazaoct-7-yn-5-yl)benzoic acid methyl ester COC(C1=CC(=CC=C1)N(C(C(NCC1=CC=CC=C1)=O)C1=CC=CC=C1)C(C#C)=O)=O